BrC=1C(=NC=NC1)C#N 5-bromopyrimidine-4-carbonitrile